C(C1=CC=CC=C1)OC(=O)O[C@H]1C[C@H](N(C1)C(=O)OC(C)(C)C)COC(F)F tert-butyl (2S,4S)-4-(((benzyloxy)carbonyl)oxy)-2-((difluoromethoxy) methyl)pyrrolidine-1-carboxylate